FC(C(=O)O)(F)F.C(C)(=O)NNC(=O)[C@H]1CN([C@H](CO1)CC1=CC=C(C=C1)Cl)C1CCC(CC1)C=1OC(=CN1)C (2R,5S)-N'-acetyl-5-(4-chlorobenzyl)-4-(4-(5-methyloxazol-2-yl)cyclohexyl)morpholine-2-carbohydrazide 2,2,2-trifluoroacetate